ClC=1C(=C(CN2CCC(CC2)(C(=O)O)CC2=NC(=CC=C2C#N)NC2=NNC(=C2)C)C=CC1)F 1-(3-chloro-2-fluorobenzyl)-4-((3-cyano-6-((5-methyl-1H-pyrazol-3-yl)amino)pyridin-2-yl)methyl)-piperidine-4-carboxylic acid